ClC=1C=NC=2N(C1)N=CC2C(=O)NC=2C=C1CN(C(C1=CC2N2CCOCC2)=O)C[C@H](C(C)(C)O)F 6-Chloro-N-[2-[(2R)-2-fluoro-3-hydroxy-3-methyl-butyl]-6-morpholino-1-oxo-isoindolin-5-yl]pyrazolo[1,5-a]pyrimidine-3-carboxamide